C(C)(C)C1=C(C(=CC=C1)C(C)C)NC(=O)NS(=O)(=O)/C=C/[C@@]1(N(CCC1)C(=O)OC(C)(C)C)C tert-butyl (R,E)-2-(2-(N-((2,6-diisopropylphenyl)carbamoyl)sulfamoyl)vinyl)-2-methylpyrrolidine-1-carboxylate